O=C1NC(CCC1N1C(C=2C=C(C=C(C2C1)C#N)C#N)=O)=O 2-(2,6-dioxopiperidin-3-yl)-1-oxoisoindoline-4,6-dicarbonitrile